4-(4-cyano-2-methoxy-phenoxy)-6-methyl-N-[3-(methylsulfonyl)phenyl]-2-(trifluoromethyl)pyrimidine-5-carboxamide C(#N)C1=CC(=C(OC2=NC(=NC(=C2C(=O)NC2=CC(=CC=C2)S(=O)(=O)C)C)C(F)(F)F)C=C1)OC